6-[2-(cyclooct-2-yn-1-yloxy)acetamido]hexanamide C1(C#CCCCCC1)OCC(=O)NCCCCCC(=O)N